N=1N(N=CC1)C[C@@H](C)NC(=O)C1=NC(=C(N=C1N)C=1OC=CN1)C=1C=CC=2N(C1)C(=CN2)C (R)-N-(1-(2H-1,2,3-triazol-2-yl)propan-2-yl)-3-amino-6-(3-methylimidazo[1,2-a]pyridin-6-yl)-5-(oxazol-2-yl)pyrazine-2-carboxamide